C(C)OC(CCC(=O)C1=NC(=CC(=C1O)Br)CC1=CC=C(C=C1)C)=O 4-[4-Bromo-3-hydroxy-6-(4-methyl-benzyl)-pyridin-2-yl]-4-oxo-butyric acid ethyl ester